NC(=S)N thioureA